C(C(C)C)C1=NOC(=C1)N 3-isobutylisoxazol-5-amine